(1R,3S)-3-methoxycyclohexylcarbamic acid tert-butyl ester C(C)(C)(C)OC(N[C@H]1C[C@H](CCC1)OC)=O